benzyl 4-(3-cyano-2-(2,3-difluoro-4-((2-methoxy-5-(trifluoromethyl)benzamido)methyl)phenyl)-9,10-dihydro-4H-benzo[d]pyrazolo[1,5-a][1,3]diazepin-7-yl)piperazine-1-carboxylate C(#N)C=1C(=NN2C1NC1=C(CC2)C=C(C=C1)N1CCN(CC1)C(=O)OCC1=CC=CC=C1)C1=C(C(=C(C=C1)CNC(C1=C(C=CC(=C1)C(F)(F)F)OC)=O)F)F